(3S)-3-(1-piperidinylmethyl)-1,2,3,4-tetrahydroisoquinoline hydrochloride Cl.N1(CCCCC1)C[C@H]1NCC2=CC=CC=C2C1